tert-butyl-(((R)-2-((3E,7E)-13-fluoro-12-(fluoromethyl)-4,8-dimethyltrideca-3,7,11-trien-1-yl)-2,5,7,8-tetramethylchroman-6-yl)oxy)-dimethyl-silane C(C)(C)(C)[Si](C)(C)OC=1C(=C2CC[C@@](OC2=C(C1C)C)(C)CC\C=C(\CC\C=C(\CCC=C(CF)CF)/C)/C)C